CS=C=N[NH-] S-methyl-isothiocyanoamide